N1([C@@H](C=CC1)C(=O)OCC1=CC=CC=C1)C(=O)OCC1=CC=CC=C1 Dibenzyl (S)-2,5-dihydro-1H-pyrrole-1,2-dicarboxylate